NC(CO)C(CCCCCCCCCCCCCCC)O 2-amino-octadecane-1,3-diol